(3R)-8-[4-[4-[(2,6-dioxo-3-piperidyl)amino]-2-fluoro-phenyl]cyclohexyl]-3-[6-[3-[[ethyl(methyl)sulfamoyl]amino]-2,6-difluoro-phenoxy]-4-oxo-quinazolin-3-yl]-1-oxa-8-azaspiro[4.5]decane O=C1NC(CCC1NC1=CC(=C(C=C1)C1CCC(CC1)N1CCC2(C[C@H](CO2)N2C=NC3=CC=C(C=C3C2=O)OC2=C(C(=CC=C2F)NS(N(C)CC)(=O)=O)F)CC1)F)=O